2,4,6-trimethylphenyldiphenylsulfonium benzenesulfonate C1(=CC=CC=C1)S(=O)(=O)[O-].CC1=C(C(=CC(=C1)C)C)[S+](C1=CC=CC=C1)C1=CC=CC=C1